(5Z)-5-({3-[3,5-bis(trifluoromethyl)phenyl]-1,2,4-triazol-1-yl}methylene)-1,3-Bis(2-methoxy-5-methylphenyl)imidazoline-2,4-dione FC(C=1C=C(C=C(C1)C(F)(F)F)C1=NN(C=N1)\C=C/1\C(N(C(N1C1=C(C=CC(=C1)C)OC)=O)C1=C(C=CC(=C1)C)OC)=O)(F)F